ethyl (S)-4-((tert-butoxycarbonyl)amino)pentanoate C(C)(C)(C)OC(=O)N[C@H](CCC(=O)OCC)C